COC(=O)C1=C(C=C2C(C(N(C2=C1)C)=O)(CCOC)OC)N 5-amino-3-methoxy-3-(2-methoxyethyl)-1-methyl-2-oxoindoline-6-carboxylic acid methyl ester